2-chloro-7-phenethyl-7,8-dihydro-1,6-naphthyridine-6(5H)-carboxylic acid tert-butyl ester C(C)(C)(C)OC(=O)N1CC=2C=CC(=NC2CC1CCC1=CC=CC=C1)Cl